C(C=C)(=O)N1C[C@@H](N(C[C@H]1C)C1=NC(N2C3=C(C(=C(C=C13)Cl)C1=CC=C(C=C1)F)SC[C@@H]2CN2CCN(CC2)CC(F)F)=O)C (S)-7-((2S,5R)-4-acryloyl-2,5-dimethylpiperazin-1-yl)-9-chloro-3-((4-(2,2-difluoroethyl)piperazin-1-yl)methyl)-10-(4-fluorophenyl)-2H-[1,4]thiazino[2,3,4-ij]quinazolin-5(3H)-one